N,6,6-trimethyl-N-(naphthalen-1-ylmethyl)hept-2-en-4-yn-1-aminium C[NH+](CC=CC#CC(C)(C)C)CC1=CC=CC2=CC=CC=C12